FC1=NC=CC=C1C1=NOC(=C1)[Si](C)(C)C 3-(2-fluoropyridin-3-yl)-5-(trimethylsilyl)isoxazole